Cl.BrC1=CC=C(C=C1)C(C1CNCC1)(F)F 3-[(4-bromophenyl)-difluoro-methyl]pyrrolidine, hydrochloride